C1(=CC=CC=C1)CCCC=1NC(=NN1)[C@H]1N(CCCC1)C(=O)OC(C)(C)C tert-Butyl (S)-2-(5-(3-phenylpropyl)-4H-1,2,4-triazol-3-yl)piperidine-1-carboxylate